N[C@H]1CS(C2=C(N(C1=O)CC1=CC=C(C=C1)Cl)C=C(C(=C2)F)C2=NN=C(O2)C(C(=O)N)C)(=O)=O 5-[(3R)-3-amino-5-[(4-chlorophenyl)methyl]-8-fluoro-1,1,4-trioxo-2,3-dihydro-1λ6,5-benzothiazepin-7-yl]-1,3,4-oxadiazol-2-ylpropanamide